C(C1=CC=NC=C1)N[C@@H]([C@H](O)C)C(=O)O isonicotinyl-threonine